FC=1C(=C(C=C(C1)C(F)(F)F)O)C=1C=2N(C(=NN1)N[C@H]1CN(CCC1)C1COCC1)C=CC2 3-fluoro-2-(4-{[(3R)-1-(oxolan-3-yl)piperidin-3-yl]amino}pyrrolo[1,2-d][1,2,4]triazin-1-yl)-5-(trifluoromethyl)phenol